C(CCCCCCC)(=O)OCC(COC(CCCCCCC)=O)COCCCN(CCCOCC(COC(CCCCCCC)=O)COC(CCCCCCC)=O)CC=1C=NN(C1)CCN(C)C ((((((1-(2-(dimethylamino)ethyl)-1H-pyrazol-4-yl)methyl)azanediyl)bis(propane-3,1-diyl))bis(oxy))bis(methylene))bis(propane-2,1,3-triyl) tetraoctanoate